1,1,1,4,4-pentafluoro-2-butene FC(C=CC(F)F)(F)F